Cl.C(C)=O ethane-1-one hydrochloride